C(C)(C)(C)C=1C=C(C(=O)NC=2C=NC(=C(C2)NCC=2C(=NC(=NC2)SC)NC)Cl)C=CC1 3-(t-butyl)-N-(6-chloro-5-(((4-(methylamino)-2-(methylthio)pyrimidin-5-yl)methyl)amino)pyridin-3-yl)benzamide